C1(CC1)C1=CC(=C(C=C1)CCNC(=N)N)F 1-(4-cyclopropyl-2-fluorophenylethyl)guanidine